OC1=C(C=CC=C1O)C1=NOC(C1)C(=O)NNC(=O)OCC1(C(N2C(CC2S1(=O)=O)=O)C(=O)O)C 3-(((2-(3-(2,3-dihydroxyphenyl)-4,5-dihydroisoxazole-5-carbonyl)hydrazinecarbonyl)oxy)methyl)-3-methyl-7-oxo-4-thia-1-azabicyclo[3.2.0]heptane-2-carboxylic acid 4,4-dioxide